C(N)(=O)C=1C(=NNC1NC1=NC=CN=C1)C1=CC=C(C=C1)NC(=O)N1CC(CCC1)C1=CC(=CC=C1)OC N-(4-(4-carbamoyl-5-(pyrazin-2-ylamino)-1H-pyrazol-3-yl)phenyl)-3-(3-methoxyphenyl)piperidine-1-carboxamide